4-(3-(aminomethyl)-1-benzylpyrrolidin-3-yl)butan-1-ol NCC1(CN(CC1)CC1=CC=CC=C1)CCCCO